Butyl-3-ethyl-4-hydroxy-5-n-propyl-pyrazol C(CCC)N1N=C(C(=C1CCC)O)CC